3-methoxybenzyl acetate C(C)(=O)OCC1=CC(=CC=C1)OC